β-D-altrofuranose O[C@H]1[C@@H](O)[C@H](O)[C@H](O1)[C@H](O)CO